C(C)(C)(C)C1CC=C(CC1)[Si](C)(C)C (4-tert-butyl-1-cyclohexen-1-yl)(trimethyl)silane